C(CCCCCCCC=CCC=CCCCCC)(=O)OCC(C)COC(=O)OCCCN(CC)CC 2-((((3-(diethylamino)propoxy)carbonyl)oxy)methyl)propyl octadeca-9,12-dienoate